BrC=1C=CC2=C(N(C(=N2)CO)C)C1 6-bromo-1-methyl-1H-benzo[d]imidazole-2-methanol